ClC1=C(C=C(C=C1)Cl)CC(=O)O (2,5-dichlorophenyl)acetic acid